FC(C1=NN=C(O1)C=1C=CC(=NC1)CN1C(N(CC2=CC=CC=C12)CCOC)=O)F 1-((5-(5-(difluoromethyl)-1,3,4-oxadiazol-2-yl)pyridin-2-yl)methyl)-3-(2-methoxyethyl)-3,4-dihydroquinazolin-2(1H)-one